C(C)(C)OC=1C=CC(=NC1)C1=NSC(=N1)NC1=NC=CC=C1C(=O)N1CCCC1 (2-(3-(5-isoprop-oxypyridin-2-yl)-1,2,4-thiadiazol-5-ylamino)pyridin-3-yl)(pyrrolidin-1-yl)methanone